C(C)C(=O)[C@H](O)[C@H](O)[C@H](O)CO ethyl-D-ribose